BrC=1C=CC(=NC1)/C=C/C(=O)OC(C)(C)C tert-butyl (E)-3-(5-bromo-2-pyridyl)prop-2-enoate